C(C1=CC=CC=C1)OC=1C=C(C#N)C=CC1C(C1=CC=NC=C1)OC1=CC=C2C(CCOC2=C1C)=O 3-(benzyloxy)-4-(((8-methyl-4-oxochroman-7-yl)oxy)(pyridin-4-yl)methyl)benzonitrile